OCCCCCCCCCC#CC=1C=C2C=NN(C(C2=CC1)=O)C1C(NC(CC1)=O)=O 3-(6-(11-hydroxyundecane-1-yn-1-yl)-1-oxophthalazin-2(1H)-yl)piperidine-2,6-dione